3-(trifluoromethyl)-7-(vinylsulfonyl)-5,5a,6,7,8,9-hexahydropyrido[3',2':4,5]pyrrolo[1,2-a]pyrazine FC(C1=CC=2CC3N(CCN(C3)S(=O)(=O)C=C)C2N=C1)(F)F